2-(6-(1-(methylsulfonyl)-1,2,3,6-tetrahydropyridin-4-yl)-1-oxoisoindolin-2-yl)butyrylamino-4-oxopentanoic acid CS(=O)(=O)N1CCC(=CC1)C1=CC=C2CN(C(C2=C1)=O)C(C(=O)NC(C(=O)O)CC(C)=O)CC